CN1N=C(C(=C1)B1OC(C(O1)(C)C)(C)C)C1=CC=CC=C1 1-methyl-3-phenyl-4-(4,4,5,5-tetramethyl-1,3,2-dioxaborolan-2-yl)pyrazole